1,3-Diallyloxybenzene C(C=C)OC1=CC(=CC=C1)OCC=C